FC=1C=C(C=CC1)C(C)C1=CC=C(S1)C(=O)NCC(=O)N1CC2(OCCO2)C[C@H]1C(=O)OC Methyl (8S)-7-((5-(1-(3-fluorophenyl)ethyl)thiophene-2-carbonyl)glycyl)-1,4-dioxa-7-azaspiro[4.4]nonane-8-carboxylate